4-(2-hydroxyethyl)piperazin-1-yl-ethanesulfonic acid OCCN1CCN(CC1)C(C)S(=O)(=O)O